ClC=1C=C(C=CC1Cl)[C@@H]1CC[C@@H](C2=CC=CC=C12)N(C(OC(C)Cl)=O)C 1-Chloroethyl ((1S,4S)-4-(3,4-dichlorophenyl)-1,2,3,4-tetrahydronaphthalen-1-yl)(methyl)carbamate